C(C=C)(=O)N1C[C@@H](N(C[C@H]1C)C=1C2=C(N(C(N1)=O)C=1C(=NC=CC1SC)C(C)C)N=C(C(=C2)Cl)C2=C(C(=CC(=C2F)Cl)F)N)C 4-((2s,5r)-4-propenoyl-2,5-dimethylpiperazin-1-yl)-7-(2-amino-5-chloro-3,6-difluorophenyl)-6-chloro-1-(2-isopropyl-4-(methylthio)pyridin-3-yl)pyrido[2,3-d]pyrimidin-2(1H)-one